NC1=C(C=C(C=N1)C#CC=1C=C(C(=O)NC2=CC(=CC(=C2)N2[C@H]3CN([C@@H](C2)C3)C)C(C)(C)C#N)C=CC1C)F 3-((6-amino-5-fluoropyridin-3-yl)ethynyl)-N-(3-(2-cyanopropan-2-yl)-5-((1R,4R)-5-Methyl-2,5-diazabicyclo[2.2.1]heptan-2-yl)phenyl)-4-methylbenzamide